NC(C(=O)O)CCC=CC 2-amino-5-heptenoic acid